N-(6-((1H-pyrazol-1-yl)methyl)-5-fluoro-4-methoxybenzo[d]isoxazol-3-yl)-4,4-difluoro-7-methoxychroman-8-sulfonamide N1(N=CC=C1)CC1=CC2=C(C(=NO2)NS(=O)(=O)C=2C(=CC=C3C(CCOC23)(F)F)OC)C(=C1F)OC